CC1=C(N=C(C(=C1C(=O)O)N)Cl)Cl.CC1=NC=CC(=N1)[C@H]([C@@H]([C@@H](CO)O)O)O (1R,2S,3R)-1-(2-methyl-4-pyrimidinyl)-1,2,3,4-butanTetraol Methyl-3-amino-2,6-dichloroisonicotinate